C(CCC)(=O)[O-].C(CCC)(=O)[O-].C[Sn+2]C dimethyltin dibutyrate